CC1C(CC(CC1)NC(C)CC)NC(C)CC 4-methyl-N1,N3-disec-butyl-cyclohexane-1,3-diamine